C=1N=CN2C1C1=CC=CC=C1[C@H]2[C@@H]2[C@@H](C=1C=CN=CC1CC2)O (5S,6R)-6-((R)-5H-Imidazo[5,1-a]isoindol-5-yl)-5,6,7,8-tetrahydroisochinolin-5-ol